C(=O)(O)C1=C(OC2=C(C=CC=C2)S(=O)(=O)C2=C(C=CC=C2)OC2=C(C=CC=C2)C(=O)O)C=CC=C1 bis[(carboxyphenoxy) phenyl] sulfone